BrC=1N=C2C(=NC1)N=C(S2)N 6-bromothiazolo[4,5-b]pyrazin-2-amine